4-chloro-8-ethyl-13-methoxy-10-(4-{[2-(methylamino)ethyl]amino}phenyl)-6,8,10-triazatricyclo[9.4.0.02,7]pentadeca-1(11),2(7),3,5,12,14-hexaen-9-one ClC1=CC=2C=3C=CC(=CC3N(C(N(C2N=C1)CC)=O)C1=CC=C(C=C1)NCCNC)OC